FC=1C(=NC=CC1)C1=NC2=CC(=CC=C2C=C1)C(=C(C#N)C#N)O 2-((2-(3-fluoropyridin-2-yl)quinolin-7-yl)(hydroxy)methylene)malononitrile